BrC=1C=C(C=2N(C1)N=CC2C#N)OCC(=O)C2=NC=C(C=C2)F 6-Bromo-4-[2-(5-fluoro-2-pyridyl)-2-oxo-ethoxy]pyrazolo[1,5-a]pyridine-3-carbonitrile